FC1=C(C=CC(=C1)C(F)(F)F)[C@H](C(=O)N1CCN(CC1)C=1C2=C(N=CN1)[C@H](C[C@H]2C)O)CNC2CCOCC2 (S)-2-(2-fluoro-4-(trifluoromethyl)phenyl)-1-(4-((5R,7S)-7-hydroxy-5-methyl-6,7-dihydro-5H-cyclopenta[d]pyrimidin-4-yl)piperazin-1-yl)-3-(tetrahydro-2H-pyran-4-ylamino)propan-1-one